CP1(=NP(=NP(=N1)(F)C)(F)C)F trimethyl-trifluorocyclotriphosphazene